C1(CC1)C=O cyclopropane-1-carbaldehyde